CN(C1=CC=C(C=C1)C1=CC=C(C=C1)CN(C(=O)C1CCCCC1)C1=CC(=CC=C1)C1=CC(=NC=C1)OC)C N-((4'-(Dimethylamino)-[1,1'-biphenyl]-4-yl)methyl)-N-(3-(2-methoxypyridin-4-yl)phenyl)cyclohexanecarboxamide